BrC1=CC=C(C=C1)S(=O)(=O)N1C=CC=2C1=NC=C(C2Cl)[N+](=O)[O-] 1-((4-bromophenyl)sulfonyl)-4-chloro-5-nitro-1H-pyrrolo[2,3-b]pyridine